3-(3-bromophenyl)-3-(4-methyl-4H-1,2,4-triazol-3-yl)cyclobutyl methanesulfonate CS(=O)(=O)OC1CC(C1)(C1=NN=CN1C)C1=CC(=CC=C1)Br